3,5-Dimethyl-isoxazole-4-carboxylic acid [4-methyl-5-(1-methyl-2-oxo-1,2,3,4-tetrahydro-quinolin-6-yl)-pyridin-3-ylmethyl]-amide CC1=C(C=NC=C1C=1C=C2CCC(N(C2=CC1)C)=O)CNC(=O)C=1C(=NOC1C)C